Tert-butyl 7-(4-amino-2-ethyl-5-methoxyphenyl)-2,7-diazaspiro[3.5]nonane-2-carboxylate NC1=CC(=C(C=C1OC)N1CCC2(CN(C2)C(=O)OC(C)(C)C)CC1)CC